rac-(3S,4S)-4-hydroxy-3-methylcyclohexan-1-one O[C@@H]1[C@H](CC(CC1)=O)C |r|